1-octadecanoyl-2-(9Z,12Z,15Z-octadecatrienoyl)-glycero-3-phospho-(1'-sn-glycerol) CCCCCCCCCCCCCCCCCC(=O)OC[C@H](COP(=O)(O)OC[C@H](CO)O)OC(=O)CCCCCCC/C=C\C/C=C\C/C=C\CC